COC1=C(CN2[C@@H](CCCC2)C(=O)O)C=C(C(=C1)\C=C\C=1C(=C(C=CC1)C1=C(C(=C(C(=C1[2H])[2H])[2H])[2H])[2H])C)C(F)(F)F (S,E)-1-(2-Methoxy-4-(2-(2-methyl-[1,1'-biphenyl]-3-yl-2',3',4',5',6'-d5)Vinyl)-5-trifluoromethylbenzyl)piperidine-2-carboxylic acid